C(=O)C1=CC=C(C=C1)N1CCNCC1 4-formylphenylpiperazine